1,1-bis-(3,4-dimethylphenyl)-ethane CC=1C=C(C=CC1C)C(C)C1=CC(=C(C=C1)C)C